4-[(5,7-difluoro-3,4-dihydro-2H-benzopyran-4-yl)oxy]-N,N,2-trimethyl-1H-benzimidazole-6-carboxamide FC1=CC(=CC2=C1C(CCO2)OC2=CC(=CC=1NC(=NC12)C)C(=O)N(C)C)F